[Si](C)(C)(C(C)(C)C)OC1(CC1)C1=CC=C(C=C1)N1CC=2C(=NC=CC2C1=O)C1=C(C=CC=C1)OCC(F)(F)F 2-[4-(1-{[tert-butyl(dimethyl)silyl]oxy}cyclopropyl)phenyl]-4-[2-(2,2,2-trifluoroethoxy)phenyl]-2,3-dihydro-1H-pyrrolo[3,4-c]pyridin-1-one